(1S,2R)-2-{[(2-{6-Cyclopropyl-4-[4-fluoro-2-(4-methyl-1,2,4-triazol-3-yl)phenyl]pyridin-2-yl}-1,3-benzoxazol-5-yl)methyl]amino}cyclopentan-1-ol C1(CC1)C1=CC(=CC(=N1)C=1OC2=C(N1)C=C(C=C2)CN[C@H]2[C@H](CCC2)O)C2=C(C=C(C=C2)F)C2=NN=CN2C